COC(=O)C1CN(C1)C1CCC2=CC(=CC=C12)C1CNC1 1-(5-(azetidin-3-yl)-2,3-dihydro-1H-inden-1-yl)azetidine-3-carboxylic acid methyl ester